tert-butyl-2-methoxy-3-((2R)-2-(2-(pyridin-3-ylmethyl)isoindoline-5-carboxamido)-2-(2,9,9-trimethyl-3,5-dioxa-4-bora-tricyclo[6.1.1.02,6]dec-4-yl)ethyl)benzoate C(C)(C)(C)OC(C1=C(C(=CC=C1)C[C@@H](B1OC2(C3C(C(CC2O1)C3)(C)C)C)NC(=O)C=3C=C1CN(CC1=CC3)CC=3C=NC=CC3)OC)=O